7-bromo-5-(2,2-dimethylpropylsulfonyl)-1H-indole BrC=1C=C(C=C2C=CNC12)S(=O)(=O)CC(C)(C)C